1-phenylcyclopropane-1-carboximidamide C1(=CC=CC=C1)C1(CC1)C(N)=N